4,5-Dibromo-1-isopropyl-1H-1,2,3-triazole BrC=1N=NN(C1Br)C(C)C